OCCN(C(CCCCCCC)=O)C N-(2-Hydroxyethyl)-N-Methyloctanamide